3-(1-(2-Chloro-4-fluorophenyl)cyclopropyl)-5-(5-methyl-1-(2-(methylsulfonyl)ethyl)-1H-pyrazol-3-yl)-1,2,4-oxadiazole ClC1=C(C=CC(=C1)F)C1(CC1)C1=NOC(=N1)C1=NN(C(=C1)C)CCS(=O)(=O)C